5-chloro-N-((1r,4r)-4-((3-(2-chlorophenyl)-2-oxo-2,3-dihydro-1H-imidazo[4,5-b]pyridin-1-yl)methyl)cyclohexyl)-2-methylnicotinamide ClC=1C=NC(=C(C(=O)NC2CCC(CC2)CN2C(N(C3=NC=CC=C32)C3=C(C=CC=C3)Cl)=O)C1)C